C(C)(C)(C)C1=CC(CC(C1)=CC1=CC=C(C=C1)C(C)(C)C)C(C)(C)C 2,6-di-tert-butyl-4-(4-tert-butylbenzylidene)cyclohexene